ethyl 2-(1-((4-fluorophenyl)carbamoyl)cyclopropane-1-carboxamido)-4-methyloxazole-5-carboxylate FC1=CC=C(C=C1)NC(=O)C1(CC1)C(=O)NC=1OC(=C(N1)C)C(=O)OCC